7-(Bromomethyl)-3-ethyl-1,5,7,8-tetrahydro-2H-pyrano[4,3-b]pyridin-2-one BrCC1CC=2NC(C(=CC2CO1)CC)=O